2-((3S,4S)-4-amino-3-methyl-2-oxa-8-azaspiro[4.5]decan-8-yl)-3-methyl-5-((1-methyl-1H-pyrrolo[2,3-b]pyridin-4-yl)thio)pyrimidin-4(3H)-one formate C(=O)O.N[C@@H]1[C@@H](OCC12CCN(CC2)C2=NC=C(C(N2C)=O)SC2=C1C(=NC=C2)N(C=C1)C)C